methyl ethyl carbonate, sodium salt [Na].C(OC)(OCC)=O